CC1=C(C=NO1)C(C)=O 1-(5-methylisoxazol-4-yl)ethanone